CN(C)C[C@]1(C(C1)(F)F)CO (S)-(1-((dimethylamino)methyl)-2,2-difluorocyclopropyl)methanol